thenoic acid anion C1(=CC=CS1)C(=O)[O-]